C(C)OC(=O)C1=C[C@H]([C@H]([C@H](C1)N=[N+]=[N-])NC(C)=O)OC(CC)CC (3R,4S,5S)-5-azido-4-acetamido-3-(1-ethyl-propoxy)-cyclohex-1-enecarboxylic acid ethyl ester